COC(C(=C)C1=C(C(=C(C=C1)[N+](=O)[O-])N(CC1=CC=CC=C1)CC1=CC=CC=C1)F)=O 2-[3-(dibenzylamino)-2-fluoro-4-nitrophenyl]prop-2-enoic acid methyl ester